8-(4-bromo-2-chlorophenyl)-6-chloro-9-(3-chlorobenzyl)-9H-purine BrC1=CC(=C(C=C1)C=1N(C2=NC=NC(=C2N1)Cl)CC1=CC(=CC=C1)Cl)Cl